C(C)(C)N1N=NC2=C1C=C(C=C2)C2=CC(=NC=C2)NC2=CC=C(C=N2)C(=O)N2CCN(CC2)C (6-((4-(1-isopropyl-1H-benzo[d][1,2,3]triazol-6-yl)pyridin-2-yl)amino)pyridin-3-yl)(4-methylpiperazin-1-yl)methanone